N=C monomethylenamine